[Br-].CC1=NSC(=N1)C1=CC=[N+](C=C1)CC(=O)OC methyl 2-[4-(3-methyl-1,2,4-thiadiazol-5-yl)pyridin-1-ium-1-yl]acetate bromide